3-(piperidin-4-yl)cinnoline N1CCC(CC1)C=1N=NC2=CC=CC=C2C1